(5-chloro-1H-indol-3-yl)-5-(4-(trifluoromethoxy)phenyl)isoindoline-2-carboxamide ClC=1C=C2C(=CNC2=CC1)C1N(CC2=CC(=CC=C12)C1=CC=C(C=C1)OC(F)(F)F)C(=O)N